C(CCCCCCCCC)N 1-Decanamine